FC=1C=C(C(=O)NC2=NNC(=C2)CC(=O)OC)C=C(C1)C(F)(F)F methyl 2-(3-(3-fluoro-5-(trifluoromethyl)benzamido)-1H-pyrazol-5-yl)acetate